fluoro-[2,3'-biindolinylidene]-2'-one FN1C(CC2=CC=CC=C12)=C1C(NC2=CC=CC=C12)=O